ClS(C=1C=C(C=CC1)[N+](=O)[O-])(F)(F)(F)F 3-(Chlorotetrafluoro-λ6-sulfanyl)nitrobenzene